C(C1=CC=CC=C1)N1C[C@@H](CCC1)NC(C(C1=CC=CC=C1)(C1=CC=CC=C1)O)=O (R)-N-(1-Benzylpiperidin-3-yl)-2-hydroxy-2,2-diphenylacetamide